N-(4-(2-((7-amino-2-(furan-2-yl)-[1,2,4]triazolo[1,5-a][1,3,5]triazin-5-yl)amino)ethyl)-phenyl)-2-(pyrrolidin-1-yl)acetamide NC1=NC(=NC=2N1N=C(N2)C=2OC=CC2)NCCC2=CC=C(C=C2)NC(CN2CCCC2)=O